C(#C)C=1C=C(C=CC1)NC1=NC=NC2=CC(=C(C=C12)OCCCCl)OCCCCl 4-(3-ethynylphenylamino)-6,7-bis(3-chloropropoxy)quinazoline